CC1=CC(=C(N=N1)Cl)C(=O)OC(C)C isopropyl 6-methyl-3-chloropyridazine-4-carboxylate